BrC1=CC=CC2=C1OC1=C2C=CC=C1 4-bromo-dibenzo[b,d]furan